C(#N)N(C#N)C=C di-cyanoaminoethylene